COC1=C(C=CC(=C1)OC)NC1=NC(=CC=C1)C1=CN=C2N1C=CC(=C2)C=2C=NN(C2)C N-(2,4-dimethoxyphenyl)-6-(7-(1-methyl-1H-pyrazol-4-yl)imidazo[1,2-a]pyridin-3-yl)pyridin-2-amine